2,6-diacetyl-7,9-dihydroxy-8,9b-dimethyldibenzo[b,D]furan-1,3(2H,9bH)-dione C(C)(=O)C1C(C2(C(OC3=C2C(=C(C(=C3C(C)=O)O)C)O)=CC1=O)C)=O